5-{3-[(2-methylphenyl)methyl]-1,2,4-oxadiazol-5-yl}-1-(propan-2-yl)-1H-1,2,3-benzotriazole CC1=C(C=CC=C1)CC1=NOC(=N1)C1=CC2=C(N(N=N2)C(C)C)C=C1